(1-(2,6-Dimethoxyphenyl)-2-(6-ethoxypyridin-2-yl)-1H-imidazo[4,5-b]pyrazin-6-yl)piperazine-1-sulfonamide COC1=C(C(=CC=C1)OC)N1C(=NC=2C1=NC(=CN2)C2N(CCNC2)S(=O)(=O)N)C2=NC(=CC=C2)OCC